C(C1=CC=CC=C1)OC(=O)N1CCC(CC1)CN1[C@H](CN(CC1)C(=O)OC(C)(C)C)C(F)(F)F tert-butyl (R)-4-((1-((benzyloxy)carbonyl)piperidin-4-yl)methyl)-3-(trifluoromethyl)piperazine-1-carboxylate